ClC1=C(NCC#C)C=CC=C1 2-Chloro-N-(prop-2-yn-1-yl)aniline